NC=1C=C(OC2CN(CC2)C(=O)OC(C)(C)C)C=C(C1)Cl tert-butyl 3-(3-amino-5-chlorophenoxy)pyrrolidine-1-carboxylate